FC(C1=NC=CC=C1[S-])(F)F.[Na+] sodium 2-(trifluoromethyl)pyridin-3-thiolate